potassium hexamethyldisilainamide CNC(=O)[Si]1=[Si](C(=C(C(=C1C)C)C)C)C.[K]